6-(4-((2-methoxyethoxy)methyl)-1H-1,2,3-triazol-1-yl)hexan-1-ol COCCOCC=1N=NN(C1)CCCCCCO